8-(4,4-difluorocyclohex-1-en-1-yl)-N-((6-oxo-1,6-dihydropyridin-2-yl)methyl)quinoline-3-carboxamide methyl-(S)-4,4-difluoro-1-methylpyrrolidine-2-carboxylate COC(=O)[C@H]1N(CC(C1)(F)F)C.FC1(CC=C(CC1)C=1C=CC=C2C=C(C=NC12)C(=O)NCC=1NC(C=CC1)=O)F